FC=C(C(F)F)F 1,2,3,3-tetrafluoro-1-propene